2-(2,6-dioxo-1-((2-(trimethylsilyl)ethoxy)methyl)piperidin-3-yl)-5-nitroisoindoline-1,3-dione O=C1N(C(CCC1N1C(C2=CC=C(C=C2C1=O)[N+](=O)[O-])=O)=O)COCC[Si](C)(C)C